3-(3-piperazinyl)propyl-5-fluoro-1H-indole N1CC(NCC1)CCCN1C=CC2=CC(=CC=C12)F